N1CSC2C1=C(C(CO2)O)O Tetrahydro-3ah-Pyrano[3,2-D]Thiazole-6,7-Diol